5-(4-((1H-indazol-5-yl)amino)-pyrimidin-2-yl)-N-(pyridazin-4-yl)-1H-indole-3-carboxamide N1N=CC2=CC(=CC=C12)NC1=NC(=NC=C1)C=1C=C2C(=CNC2=CC1)C(=O)NC1=CN=NC=C1